C(C)(C)(C)OC(=O)N1C=C(C=2C1=CN=CC2)CCl 3-(chloromethyl)-1H-pyrrolo[2,3-c]pyridine-1-carboxylic acid tert-butyl ester